BrC1=CC=C(OC[C@@H](C)O)C=C1 (R)-1-(4-bromo-phenoxy)-propan-2-ol